ClC=1C=C(C=C(C1)Cl)C(CC(=O)O)N1N=CC2=C(C=CC=C12)CCCC1=NC=2NCCCC2C=C1 3-(3,5-Dichlorophenyl)-3-(4-(3-(5,6,7,8-tetrahydro-1,8-naphthyridin-2-yl)-propyl)-1H-indazol-1-yl)propanoic acid